FC1=C2C=CN(C2=CC(=C1OC=1C=CC(=C(C1)N1N=C(CC1=O)C(C)C=1C(=C(C=CC1)CCC(=O)OCC)F)F)F)S(=O)(=O)C1=CC=C(C)C=C1 ethyl 3-(3-(1-(1-(5-((4,6-difluoro-1-tosyl-1H-indol-5-yl)oxy)-2-fluorophenyl)-5-oxo-4,5-dihydro-1H-pyrazol-3-yl)ethyl)-2-fluorophenyl)propanoate